NC(C(=O)O)(C)C 2-amino-2-methylpropanoic acid